(R)-2-(3-(cyclopentylmethoxy)phenoxy)propan-1-amine C1(CCCC1)COC=1C=C(O[C@@H](CN)C)C=CC1